2,6-Dimethyl-hept-2,5-dien-4-one CC(C)=CC(C=C(C)C)=O